CSC=1N=CC2=C(N1)N(C(C(=C2)OC2=CC=CC=C2)=O)C=2C=C(C=CC2)NC(OC(C)(C)C)=O tert-butyl (3-(2-(methylthio)-7-oxo-6-phenoxypyrido[2,3-d]pyrimidin-8(7H)-yl)phenyl)carbamate